O=S1(C2=C(OC3(C=N1)CCNCC3)N=CC=C2)=O 1',1'-dioxidospiro[piperidine-4,4'-pyrido[2,3-b][1,4,5]oxathiazepin]